C(C1=CC=CC=C1)OC1=NC(=CC=C1N1C(C(C2=C(C=CC=C12)Br)(C)C)=O)OCC1=CC=CC=C1 1-(2,6-bis(benzyloxy)pyridin-3-yl)-4-bromo-3,3-dimethylindolin-2-one